FC1=CC=C(C=C1)N(C1=CC(=NC2=C(N=CC=C12)C1=CC=NN1)N1CCOCC1)C N-(4-fluorophenyl)-N-methyl-2-(morpholin-4-yl)-8-(1H-pyrazol-5-yl)-1,7-naphthyridin-4-amine